2-bromo-1-(2,5-dimethylphenyl)ethan-1-one BrCC(=O)C1=C(C=CC(=C1)C)C